(5-(1-cyclopropyl-5,6-difluoro-1H-benzo[d]imidazol-2-yl)pyridazin-3-yl)methanamine C1(CC1)N1C(=NC2=C1C=C(C(=C2)F)F)C=2C=C(N=NC2)CN